2-{[(3R,5R)-5-(2,3-dihydro-1,4-benzodioxin-6-yl)-1-methylpiperidin-3-yl]amino}-3-methyl-3H,4H,5H-pyrrolo[3,2-d]pyrimidin-4-one O1CCOC2=C1C=CC(=C2)[C@H]2C[C@H](CN(C2)C)NC=2N(C(C1=C(N2)C=CN1)=O)C